perfluorophenyl-1-(2,5-dioxo-2,5-dihydro-1H-pyrrol-1-yl)-3,9,12,15,18-pentaoxaheneicosane FC(C(OC(C(C(C(C(OC(C(OC(C(OC(C(OC(C(C(F)(F)F)(F)F)(F)F)(F)F)(F)F)(F)F)(F)F)(F)F)(F)F)(F)F)(F)F)(F)F)(F)F)(F)F)(F)F)(N1C(C(=C(C1=O)F)F)=O)C1=C(C(=C(C(=C1F)F)F)F)F